C(C)OC(CCC1(C(N(C(=C1CC(=O)OCC)C1=CC=C(C=C1)F)CC1=CC=CC=C1)=O)C)=O 3-(1-benzyl-4-(2-ethoxy-2-oxoethyl)-5-(4-fluorophenyl)-3-methyl-2-oxo-2,3-dihydro-1H-pyrrol-3-yl)propionic acid ethyl ester